OCCS(=O)(=O)C=1C=C(OC[C@H](CN[C@H]2COC3(C2)CCN(CC3)S(=O)(=O)C3=CC2=C(OCCN2C)N=C3)O)C=CC1 (S)-1-(3-(2-hydroxyethylsulfonyl)phenoxy)-3-((R)-8-(1-methyl-2,3-dihydro-1H-pyrido[2,3-b][1,4]oxazin-7-ylsulfonyl)-1-oxa-8-azaspiro[4.5]decan-3-ylamino)propan-2-ol